C1(CCCCC1)NC(=O)C1=NC(=NC(=C1)N1CCCCC1)N1C=NC=C1 N-cyclohexyl-2-(1H-imidazol-1-yl)-6-(piperidin-1-yl)pyrimidine-4-carboxamide